propanoate monohydrochloride Cl.C(CC)(=O)O